[C@H]12OC[C@H](N(C1)C1=NC=3N(C=C1)N(CC3)C=3C(=NN(C3)C3CCN(CC3)CCOCC3CCNCC3)C(F)F)C2 5-((1R,4R)-2-oxa-5-azabicyclo[2.2.1]heptan-5-yl)-N-(3-(difluoromethyl)-1-(1-(2-(Piperidin-4-ylmethoxy)ethyl)piperidin-4-yl)-1H-pyrazol-4-yl)pyrazolo[1,5-a]pyrimidine